C(C)(C)(C)OC(=O)N1C(CCC1)C(=O)O pyrrolidine-1,2-dicarboxylic acid tert-butyl ester